4-(4-((8-(3-Acrylamidophenyl)quinazolin-2-yl)amino)-3-methoxyphenyl)piperazine-1-carboxylic acid tert-butyl ester C(C)(C)(C)OC(=O)N1CCN(CC1)C1=CC(=C(C=C1)NC1=NC2=C(C=CC=C2C=N1)C1=CC(=CC=C1)NC(C=C)=O)OC